2-chloro-4-(4-ethylpiperazin-1-yl)-1,3,5-triazine ClC1=NC=NC(=N1)N1CCN(CC1)CC